Methyl (Z)-1-(4-amino-2-fluorobut-2-en-1-yl)-4-(3-(N,N-dimethylsulfamoyl)phenyl)-2-methyl-1H-benzo[d]imidazole-6-carboxylate NC\C=C(\CN1C(=NC2=C1C=C(C=C2C2=CC(=CC=C2)S(N(C)C)(=O)=O)C(=O)OC)C)/F